(S)-8-(2-Chloroacetamido)-N-(1-(6-(4-fluoro-1H-pyrazol-1-yl)pyridin-3-yl)ethyl)-1,4-dioxaspiro[4.5]decane-8-carboxamide ClCC(=O)NC1(CCC2(OCCO2)CC1)C(=O)N[C@@H](C)C=1C=NC(=CC1)N1N=CC(=C1)F